ClC=1C=NN(C1C1CCN(C2CC12)C1=CC(=C(C(=N1)C(F)F)C#N)N1CC(C1)N1CCN(CC1)C(C=C)=O)C 6-(5-(4-Chloro-1-methyl-1H-pyrazol-5-yl)-2-azabicyclo[4.1.0]heptan-2-yl)-2-(difluoromethyl)-4-(3-(4-(2-propenoyl)-1-piperazinyl)-1-azetidinyl)-3-pyridinecarbonitrile